C1(CCCC1)N1C2=NC(=NC=C2N=C1NC1=CC=CC=C1)NC1=CC=C(C=C1)N1CCC(CC1)NC 9-cyclopentyl-N2-(4-(4-(methylamino)piperidin-1-yl)phenyl)-N8-phenyl-9H-purine-2,8-diamine